ClC=1C=C(C=CC1F)NC(N(CC(C)C)[C@H](C)C1=CNC(C2=C(C=CC=C12)F)=O)=O |r| Racemic-3-(3-chloro-4-fluorophenyl)-1-(1-(8-fluoro-1-oxo-1,2-dihydroisoquinolin-4-yl)ethyl)-1-isobutylurea